N1C(=NC2=C1C=CC=C2)C2=C(N(C1=NC3=CC=CC=C3N=C12)CCCN(C)C)N 3-(1H-benzimidazol-2-yl)-1-(3-dimethylaminopropyl)pyrrolo[5,4-b]quinoxalin-2-amine